NC=1C=C(C=CC1N(CC(C)C)CC(C)C)C1(CCOCC1)C(=O)O 4-[3-amino-4-[bis(2-methylpropyl)amino]phenyl]tetrahydropyran-4-carboxylic acid